O=C1N(C(CC1)=O)OC(CCOCCOCCOCCOCCOCCOCCOCCOCCOCCOCCOCCOCCC(=O)OC(C)(C)C)=O tert-butyl 3-[2-[2-[2-[2-[2-[2-[2-[2-[2-[2-[2-[3-(2,5-dioxopyrrolidin-1-yl)oxy-3-oxo-propoxy]ethoxy]ethoxy]ethoxy]ethoxy]ethoxy]ethoxy]ethoxy]ethoxy] ethoxy]ethoxy]ethoxy]propanoate